2-(3,5-Dichloro-4-((1-oxo-2-(4-(trifluoromethoxy)benzyl)-1,2,3,4-tetrahydroisoquinoline-6-yl)oxy)phenyl)-3,5-dioxo-2,3,4,5-tetrahydro-1,2,4-triazine-6-carboxylic acid ClC=1C=C(C=C(C1OC=1C=C2CCN(C(C2=CC1)=O)CC1=CC=C(C=C1)OC(F)(F)F)Cl)N1N=C(C(NC1=O)=O)C(=O)O